CC(CCCCCC)OC(CCCCCCCCCC(CCCCCCCC(=O)OC(CCCCCCCC)CCCCCCCC)=O)=O 9-oxo-nonadecaanedioic acid 1-(heptadec-9-yl) 19-(oct-2-yl) ester